3-(thiophen-3-ylmethoxy)-N-(pyridin-3-yl)thiophene-2-carboxamide S1C=C(C=C1)COC1=C(SC=C1)C(=O)NC=1C=NC=CC1